C(#N)CC1CC(C1)(C1=NN=CN1C)C=1C=C(C=CC1)NC(=O)C1=CC(=C2C(=N1)C(CN2)(C)C)CNCCC N-(3-((1s,3s)-3-(cyanomethyl)-1-(4-methyl-4H-1,2,4-triazol-3-yl)cyclobutyl)phenyl)-3,3-dimethyl-7-((propylamino)methyl)-2,3-dihydro-1H-pyrrolo[3,2-b]pyridine-5-carboxamide